ClC(=O)OOCCCCCC hexyloxy chloroformate